N1=C(C=NC2=CC=CC=C12)C=1C=NN(C1)C1CCN(CC1)C=1C=C(NCC(=O)O)C=CC1 2-[3-[4-(4-quinoxalin-2-ylpyrazol-1-yl)-1-piperidyl]anilino]acetic acid